5-chloro-2,3-dihydro-1H-inden-1-ol ClC=1C=C2CCC(C2=CC1)O